1-(2-amino-4-fluoro-5-methoxyphenyl)-2-chloroethane-1-one NC1=C(C=C(C(=C1)F)OC)C(CCl)=O